N-(2-amino-2-methylpropyl)-6-(3-methyl-5-(pentafluoro-lambda6-sulfanyl)-1H-indol-2-yl)pyrazine-2-carboxamide acetate C(C)(=O)O.NC(CNC(=O)C1=NC(=CN=C1)C=1NC2=CC=C(C=C2C1C)S(F)(F)(F)(F)F)(C)C